2-(5-(4-ethylnaphthalen-1-yl)thiophen-2-ylsulfanyl)-2-methylpropionic acid C(C)C1=CC=C(C2=CC=CC=C12)C1=CC=C(S1)SC(C(=O)O)(C)C